3-amino-4-(4-(2-fluoro-4-methoxybenzyl)piperidin-1-yl)benzonitrile NC=1C=C(C#N)C=CC1N1CCC(CC1)CC1=C(C=C(C=C1)OC)F